(S)-8-chloro-6-(((1-(1-(difluoromethyl)cyclopropyl)-1H-1,2,3-triazol-4-yl)(1-methyl-1H-indazol-4-yl)methyl)amino)-4-(neopentylamino)quinoline-3-carbonitrile ClC=1C=C(C=C2C(=C(C=NC12)C#N)NCC(C)(C)C)N[C@@H](C1=C2C=NN(C2=CC=C1)C)C=1N=NN(C1)C1(CC1)C(F)F